CC=1C(=NC(=NC1)NC=1C=CC2=C(OCC(N2)=O)C1)NC=1C=CC2=C(NC(O2)=O)C1 7-(5-methyl-4-(2-oxo-2,3-dihydrobenzo[d]oxazol-5-ylamino)pyrimidin-2-ylamino)-2H-benzo[b][1,4]oxazin-3(4H)-one